C(C)(C)(C)PCC(C)(C)C tert-butyl-neopentyl-phosphine